2-chloro-1,3-dimethyl-1H-benzimidazol-3-ium Chloride methyl-6-((triisopropylsilyl)ethynyl)quinoline-3-carboxylate COC(=O)C=1C=NC2=CC=C(C=C2C1)C#C[Si](C(C)C)(C(C)C)C(C)C.[Cl-].ClC1=[N+](C2=C(N1C)C=CC=C2)C